C(C)C=1C(=NOC1CC)C=1C=NC(=CC1)C ethyl-5-ethyl-3-(6-methylpyridin-3-yl)isoxazole